4-bromo-2-cyclopropyl-1-methyl-5-phenyl-1H-imidazole BrC=1N=C(N(C1C1=CC=CC=C1)C)C1CC1